(3S)-1-(3-pyridyl)piperidine-3-carboxylic acid N1=CC(=CC=C1)N1C[C@H](CCC1)C(=O)O